C1(CCC1)N1CC2=C(CCC1)OC1=C2C=CC(=C1)OC 2-cyclobutyl-8-methoxy-2,3,4,5-tetrahydro-1H-benzofuro[3,2-c]azepine